difluorocoumarin FC1=C(C(OC2=CC=CC=C12)=O)F